OC1=C(C2=CC=CC=C2C=C1)CC1=C(C=CC2=CC=CC=C12)O bis-(2-hydroxynaphth-1-yl)-methane